NCCOC1=C(C=CC=C1)C1=CC(=CC=C1)CC1N(CCC1NS(=O)(=O)CC)C(=O)OC(C)(C)C tert-butyl 2-((2'-(2-aminoethoxy)-[1,1'-biphenyl]-3-yl)methyl)-3-(ethylsulfonamido)pyrrolidine-1-carboxylate